O[C@H]1C[C@H](CC1)C=1C(=C(N(N1)C(C)(C)C)NC1S(CC2=C1C=CC=C2)(=O)=O)C ({5-[(1s,3r)-3-hydroxycyclopentyl]-4-methyl-2-(2-methylpropan-2-yl)pyrazol-3-yl}amino)-1,3-dihydro-2λ6-benzo[c]thiophene-2,2-dione